C(CC)OCC1=CC=C(C=C1)COCCC α,α'-di-n-propoxy-p-xylene